C(CCCCCCC)C1=NC(=NC(=N1)CCCCCCCC)NC1=CC(=C(C(=C1)C(C)(C)C)O)C(C)(C)C 2,4-bis(n-octyl)-6-(4-hydroxy-3,5-di-tert-butylanilino)-1,3,5-triazine